ONC(C[C@@H](CC1=CC2=CC=CC=C2C=C1)N1N=NC=C1CNC([C@@H](C)C1=CC2=CC=C(C=C2C=C1)OC)=O)=O (R,S)-N-hydroxy-3-(5-{[2-(6-methoxy-naphthalen-2-yl)-propionylamino]-methyl}-[1,2,3]triazol-1-yl)-4-naphthalen-2-yl-butyramide